C(C)(C)(C)OC(=O)N1[C@@H](C[C@H](CC1)NC1=C(C(=NC2=C(C(=C(C=C12)Cl)C1=NC=CC2=CC=CC(=C12)C#N)F)Cl)C=O)CCO[Si](C)(C)C(C)(C)C (2S,4S)-2-(2-((tert-Butyldimethylsilyl)oxy)ethyl)-4-((2,6-dichloro-7-(8-cyanoisoquinolin-1-yl)-8-fluoro-3-formylquinolin-4-yl)amino)piperidine-1-carboxylic acid tert-butyl ester